C(C)(C)(C)OC(=O)NC12CC(C1)(C2)COC2=CC=C(C=C2)N(C=2C=C(C(=NC2)N(C(OC(C)(C)C)=O)C2CC2)C#N)CC(F)(F)F tert-butyl (5-((4-((3-((tert-butoxycarbonyl)amino)bicyclo[1.1.1]pentan-1-yl)methoxy)phenyl)(2,2,2-trifluoroethyl)amino)-3-cyanopyridin-2-yl)(cyclopropyl)carbamate